(hydroxymethyl)-1,3-oxathiolan OCC1OCCS1